C1(CCCCC1)CCCC(=O)OCC(COC(CCCC1CCCCC1)=O)OC(CCCC(CCCC(=O)OC(COC(CCCC1CCCCC1)=O)COC(CCCC1CCCCC1)=O)O)=O.ClC1=NC=C(C=C1)COC1=CC(=CC=C1)Cl 2-chloro-5-((3-chlorophenoxy)methyl)pyridine bis(1,3-bis((4-cyclohexylbutanoyl)oxy)propan-2-yl)5-hydroxynonanedioate